Bis-(trifluoromethylsulfonyloxy)copper FC(S(=O)(=O)O[Cu]OS(=O)(=O)C(F)(F)F)(F)F